C(C)OC([C@H](CC1CC1)OC1=C(C=C(C=C1)Br)C1=NOCC1OCC)=O.FC1=CC=C(C=C1)C=1NC(=C(C1)C(=O)NCCN1CCN(CC1)C)C1=CC=C(C=C1)[N+](=O)[O-] (4-fluorophenyl)-N-(2-(4-methylpiperazin-1-yl)ethyl)-5-(4-nitrophenyl)Azole-4-carboxamide (2S)-ethyl-2-[4-bromo-2-(4-ethoxy-4,5-dihydroisoxazol-3-yl)phenoxy]-3-cyclopropylpropionate